OC=1C(=C(N=NC1)SC1=CC=CC=C1)C(=N)N hydroxy-3-(phenylsulfanyl)pyridazine-4-carboxamidine